[Br].NCl Chloramine bromine